C(#N)C(CC1CC1)NC(=O)[C@@H]1[C@H]2C([C@H]2CN1C([C@H](C(C)(C)C)NC(C(C)C)=O)=O)(C)C (1R,2S,5S)-N-(1-Cyano-2-cyclopropylethyl)-3-((S)-2-isobutyramido-3,3-dimethylbutanoyl)-6,6-dimethyl-3-azabicyclo[3.1.0]hexane-2-carboxamide